(tri(hydroxymethyl)silyl)silane erucyl-erucate dicaprylyl-carbonate C(CCCCCCC)(=O)OC(OC(CCCCCCC)=O)=O.C(CCCCCCCCCCC\C=C/CCCCCCCC)OC(CCCCCCCCCCC\C=C/CCCCCCCC)=O.OC[Si](CO)(CO)[SiH3]